5-Fluoro-2-(3-(1-((1S,3S,4S,5S)-5-fluoro-2-azabicyclo[2.2.1]heptane-3-carbonyl)-azetidine-3-carbonyl)-1H-pyrrolo[2,3-c]pyridin-1-yl)-N,N-diisopropylbenzamide FC=1C=CC(=C(C(=O)N(C(C)C)C(C)C)C1)N1C=C(C=2C1=CN=CC2)C(=O)C2CN(C2)C(=O)[C@H]2N[C@@H]1C[C@@H]([C@H]2C1)F